CC(CCCO)(CCCO)C(C)(C)C 4-methyl-4-(1,1-dimethylethyl)-1,7-heptanediol